(R)-N-(2-(iodomethyl)-2-methyl-6-morpholino-2,3-dihydrobenzofuran-5-yl)pyrazolo[1,5-a]pyrimidine-3-carboxamide IC[C@@]1(OC2=C(C1)C=C(C(=C2)N2CCOCC2)NC(=O)C=2C=NN1C2N=CC=C1)C